ClC=1C(=NC(=NC1)NC=1C=CC2=C(COB2O)C1)N[C@H]1[C@@H](CCC1)C#N (trans)-2-[[5-chloro-2-[(1-hydroxy-3H-2,1-benzoxaborol-5-yl)amino]pyrimidin-4-yl]amino]cyclopentanecarbonitrile